O=C=O dioxocarbon